triethanol borate B(O)(O)O.C(C)O.C(C)O.C(C)O